N[C@@H]1[C@@H](OC1)C(=O)O (2R,3S)-3-aminooxetane-2-carboxylic acid